4-(2-Amino-6-(trifluoromethyl)thieno[3,2-d]pyrimidin-4-yl)-1H-1,2,3-triazole NC=1N=C(C2=C(N1)C=C(S2)C(F)(F)F)C=2N=NNC2